bis(phenyl)ethane methyl-(s)-2-(3-((tert-butyldimethylsilyl)oxy)-2-(1-phenyl-1H-pyrazole-4-carboxamido)propanamido)acrylate COC(C(=C)NC([C@H](CO[Si](C)(C)C(C)(C)C)NC(=O)C=1C=NN(C1)C1=CC=CC=C1)=O)=O.C1(=CC=CC=C1)C(C)C1=CC=CC=C1